1-(4-(2-ethylhydrazine-1-carbonyl)phenyl)-3-(quinolin-8-yl)urea C(C)NNC(=O)C1=CC=C(C=C1)NC(=O)NC=1C=CC=C2C=CC=NC12